2,2'-anhydrocytidine C1=CN2[C@H]3[C@H]([C@@H]([C@H](O3)CO)O)OC2=NC1=N